m-ethynyl-phenyl-alanine C(#C)C=1C=C(C=CC1)N[C@@H](C)C(=O)O